[Si](C)(C)(C(C)(C)C)OCC(COC1=NN(C=C1[N+](=O)[O-])C=1C(=NC=CC1)C)F 3-(3-(3-((tert-butyldimethylsilyl)oxy)-2-fluoropropoxy)-4-nitro-1H-pyrazol-1-yl)-2-methylpyridine